((cis)-2,6-dimethylmorpholino)-2,3-dihydrofuro[2,3-c]pyridine C[C@@H]1O[C@@H](CN(C1)C1CC=2C(=CN=CC2)O1)C